O1CC(SCC1)CNC=1C=NN(C(C1Cl)=O)C1CCN(CC1)S(=O)(=O)N(C(F)F)C1=C(C=C(C=C1)C#N)F 4-(4-(((1,4-oxathian-3-yl)methyl)amino)-5-chloro-6-oxopyridazin-1(6H)-yl)-N-(4-cyano-2-fluorophenyl)-N-(difluoromethyl)piperidine-1-sulfonamide